(2S)-2-amino-1-[4-[4-[[3-[4-(difluoromethoxy)phenyl]imidazo[1,2-a]pyrazin-8-yl]amino]-2-methylbenzoyl]piperazin-1-yl]-3-hydroxypropan-1-one N[C@H](C(=O)N1CCN(CC1)C(C1=C(C=C(C=C1)NC=1C=2N(C=CN1)C(=CN2)C2=CC=C(C=C2)OC(F)F)C)=O)CO